bromomonophenol BrC1=C(C=CC=C1)O